FC1=C(C=CC(=C1)C1=NOC(=N1)C(F)(F)F)CNS(=O)(=O)CC=C N-[[2-fluoro-4-[5-(trifluoromethyl)-1,2,4-oxadiazol-3-yl]phenyl]methyl]prop-2-ene-1-sulfonamide